O1C(C=CC1)=O 2(5H)-FURANONE